OCC1CN(CCOC1)C(=O)OC(C)(C)C tert-butyl 6-(hydroxymethyl)-1,4-oxazepane-4-carboxylate